Cl\C(=C/[C@@H]1C([C@@H]1C(=O)OCC1=C(C(=C(C(=C1F)F)OC)F)CC)(C)C)\C(F)(F)F 2-ethyl-4-methoxy-3,5,6-trifluorobenzyl (1RS)-cis-3-[(Z)-2-chloro-3,3,3-trifluoro-1-propenyl]-2,2-dimethylcyclopropanecarboxylate